NC1=CC=2C(C3=CC=C(C=C3C(C2C=C1)=O)N)=O 2,6-diaminoanthracene-9,10-dione